N[C@H]1CN(C[C@@H](C1)F)C(=O)C1=CC2=C(N(C(=N2)C2=CC=3C(=NC(=CC3)C3=CC=C(C(=O)N)C=C3)N2CC2CC2)C)C=C1 4-(2-{5-[(3R,5R)-3-amino-5-fluoropiperidine-1-carbonyl]-1-methyl-1H-1,3-benzodiazol-2-yl}-1-(cyclopropylmethyl)-1H-pyrrolo[2,3-b]pyridin-6-yl)benzamide